ClC1=C(C=CC=C1)C1=C(C2=C(N=C(N=C2)NC2=CC=C(C=C2)N(C)CCN(C)C)N(C1=O)C)C#C 6-(2-chlorophenyl)-2-((4-((2-(dimethylamino)ethyl)(methyl)amino)phenyl)amino)-5-ethynyl-8-methylpyrido[2,3-d]pyrimidin-7(8H)-one